FC[C@@H](CC(C)C)NC=1NC(/C(/N1)=C/C1=CC2=C(N=CN2C)C=C1)=O (4Z)-2-[[(1R)-1-(Fluoromethyl)-3-methyl-butyl]amino]-4-[(3-methylbenzimidazol-5-yl)methylene]-1H-imidazol-5-one